NC1=NNC2=CC=C(C=C12)CC1=CC(=CC(=C1)F)F 3-amino-5-((3,5-difluorophenyl)methyl)-1H-indazole